C(=C)[C@@]1(C[C@H](O)[C@@H](CO)O1)N1C(=O)NC(=O)C=C1 vinyl-2'-deoxyuridine